N[C@@H](CCCNC(=O)N)C(=O)N1CCN(CC1)C(C1=C(C=C(C=C1)NC=1C=2N(C=CN1)C(=CN2)C2=CC=C(C=C2)OC(F)F)C)=O [(4S)-4-amino-5-[4-[4-[[3-[4-(difluoromethoxy)phenyl]imidazo[1,2-a]pyrazin-8-yl]amino]-2-methylbenzoyl]piperazin-1-yl]-5-oxopentyl]urea